(13E)-16-bromo-13-hexadecenyl acetate C(C)(=O)OCCCCCCCCCCCC\C=C\CCBr